di(2-chloroethyl) sulfide ClCCSCCCl